ClC=1C(=NC(=CC1)C)C(=O)NC1(C[C@@H]2[C@@H](CN(C2)C2=NC=C(C=C2)C=2C=3N(C=C(C2)OCC)N=CC3C#N)C1)C 3-chloro-N-((3aR,5s,6aS)-2-(5-(3-cyano-6-ethoxypyrazolo[1,5-a]pyridin-4-yl)pyridin-2-yl)-5-methyl-octahydrocyclopenta[c]pyrrol-5-yl)-6-methylpyridinamide